N[Ge](CCCC)(CCCC)N Bis(amino)dibutyl-germanium